6-chloro-4-((2-methoxy-3-(oxazol-4-yl)phenyl)amino)-N-(methyl-d3)pyridazine-3-carboxamide ClC1=CC(=C(N=N1)C(=O)NC([2H])([2H])[2H])NC1=C(C(=CC=C1)C=1N=COC1)OC